FC(S(=O)(=O)OC1=CC=CC=2N=C3N(C=CC=C3)C21)(F)F benzo[4,5]imidazo[1,2-a]pyridin-9-yl trifluoromethanesulfonate